N-(10-(3-(bis(2-(acetoxymethoxy)-2-oxoethyl)amino)-4-methoxyphenyl)-7-(dimethylamino)-9,9-dimethylanthracene-2(9H)-ylidene)-N-methyl-ammonium triflate [O-]S(=O)(=O)C(F)(F)F.C(C)(=O)OCOC(CN(C=1C=C(C=CC1OC)C1=C2C=CC(C=C2C(C2=CC(=CC=C12)N(C)C)(C)C)=[NH+]C)CC(OCOC(C)=O)=O)=O